ClC=1C(=NC=C(N1)N1C[C@@H](CCC1)N1C(N(CC1)C)=O)C#N (R)-3-chloro-5-(3-(3-methyl-2-oxoimidazolidin-1-yl)piperidin-1-yl)pyrazine-2-carbonitrile